ClC=1C(=NC(=NC1)NC1=C(C=C(C(=C1)C)C=1C[C@@H](N([C@H](C1)C)C)C)OC(C)C)NC1=C(C=CC=C1)S(=O)(=O)C(C)C 5-chloro-N2-(2-isopropoxy-5-methyl-4-((trans)-1,2,6-trimethyl-1,2,3,6-tetrahydropyridin-4-yl)phenyl)-N4-(2-(isopropylsulfonyl)phenyl)pyrimidine-2,4-diamine